COC=1C=C(C=CC1OC)C=1OC(C(N1)O)C 2-(3,4-dimethoxyphenyl)-5-methyl-4,5-dihydro-oxazol-4-ol